2-(6-amino-9H-purin-9-yl)-7-fluoro-quinazolin-4-ol NC1=C2N=CN(C2=NC=N1)C1=NC2=CC(=CC=C2C(=N1)O)F